tert-butyl 4-(1-(6-bromo-3-((4-methoxybenzyl)amino) pyrazin-2-yl)-1,3-dioxopentan-2-yl)piperazine-1-carboxylate BrC1=CN=C(C(=N1)C(C(C(CC)=O)N1CCN(CC1)C(=O)OC(C)(C)C)=O)NCC1=CC=C(C=C1)OC